C1(CC1)[C@H](CC(=O)NC[C@H](CC=1C=C2C=NNC2=CC1)N(C)C)C1=CC=CC=C1 (3S)-3-cyclopropyl-N-[(2S)-2-(dimethylamino)-3-(1H-indazol-5-yl)propyl]-3-phenylpropionamide